C1=CN=C2N=CNC2=C1N deazaadenine